ClC1=CC2=C(N=C(S2)NC(COC2=C(OC3=CC=CC=C3C2=O)C2=C(C=CC=C2)OC)=O)C=C1 N-(6-chlorobenzo[d]thiazol-2-yl)-2-((2-(2-methoxyphenyl)-4-oxo-4H-chromen-3-yl)oxy)acetamide